CC(C(C#COOC(C)(C)C)(OOC(C)(C)C)C)CC dimethyl-di(tert-butylperoxy)hexyne